2,4-dihydro-1H-spiro[[1,8]naphthyridine-3,4'-piperidine]-1'-carboxamide N1(CCC2(CC1)CNC1=NC=CC=C1C2)C(=O)N